N-(2-pyrrolidin-1-ylethyl)cholanamide PHOSPHATE P(=O)(O)(O)O.N1(CCCC1)CCNC(CC[C@@H](C)[C@H]1CC[C@H]2[C@@H]3CCC4CCCC[C@]4(C)[C@H]3CC[C@]12C)=O